ClC1=CC(=C2C(=N1)NC=C2)N2CC1=C(N=CN=C1N1C[C@H](CCC1)C(=O)OC)C[C@H]2C Methyl (S)-1-((R)-6-(6-chloro-1H-pyrrolo[2,3-b]pyridin-4-yl)-7-methyl-5,6,7,8-tetrahydropyrido-[4,3-d]pyrimidin-4-yl)-piperidine-3-carboxylate